NC1=CC(N(C=C1)CC)=O 4-amino-1-ethylpyridin-2(1H)-one